7-(1H-pyrazol-4-yl)-3H-imidazo[4,5-c]pyridine N1N=CC(=C1)C=1C2=C(C=NC1)NC=N2